tert-butyl (4-(2-butyl-1H-imidazo[4,5-d]thieno[3,2-b]pyridin-1-yl) butyl)carbamate C(CCC)C1=NC=2C(=C3C(=NC2)C=CS3)N1CCCCNC(OC(C)(C)C)=O